ClC1=C(C=CC=C1)[C@]1(C([C@@](CCC1)(C)O)=O)NC (2R,6S)-2-(2-chlorophenyl)-6-hydroxy-6-methyl-2-methylaminocyclohexan-1-one